ClC=1C=C2C=C(N=CC2=C(N1)Cl)NC(=O)[C@H]1[C@@H](C1)C1=NC=CC=N1 |r| (+-)-trans-N-(6,8-dichloro-2,7-naphthyridin-3-yl)-2-pyrimidin-2-yl-cyclopropanecarboxamide